8-fluoro-1,2-dihydro-1,6-naphthyridin-2-one FC=1C=NC=C2C=CC(NC12)=O